CC=1SC(=C(N1)C(F)(F)F)C(=O)Cl 2-methyl-4-(trifluoromethyl)1,3-thiazole-5-carbonyl chloride